C1OCC12CN(C2)CC=2C=C(C(=NC2)C=2C=NC(=CC2NCC[C@@H](C)O)Cl)F (R)-4-((5-((2-oxa-6-azaspiro[3.3]heptan-6-yl)methyl)-6'-chloro-3-fluoro-[2,3'-bipyridin]-4'-yl)amino)butan-2-ol